(1-(2-((2-methoxy-4-(1-methyl-1H-pyrazol-4-yl)phenyl)amino)pyrido[3,4-d]pyrimidin-8-yl)piperidin-3-yl)methanol COC1=C(C=CC(=C1)C=1C=NN(C1)C)NC=1N=CC2=C(N1)C(=NC=C2)N2CC(CCC2)CO